5-[5-[chloro(difluoro)methyl]-1,2,4-oxadiazol-3-yl]-N-[3-fluoro-1-(2-fluorophenyl)cyclobutyl]pyrimidin-2-amine ClC(C1=NC(=NO1)C=1C=NC(=NC1)NC1(CC(C1)F)C1=C(C=CC=C1)F)(F)F